2-(3-chloro-4-(2-fluoro-4-hydroxy-3-isopropylbenzyl)phenoxy)acetic acid ClC=1C=C(OCC(=O)O)C=CC1CC1=C(C(=C(C=C1)O)C(C)C)F